BrC=1C(N(C(=CC1OCC1=NC=C(C=C1F)C)C)C1=CC(=NC=C1C)C1=NC(=NC=C1C)C(C)(C)O)=O (P)-3-bromo-4-((3-fluoro-5-methylpyridin-2-yl)methoxy)-2'-(2-(2-hydroxypropan-2-yl)-5-methylpyrimidin-4-yl)-5',6-dimethyl-2H-[1,4'-bipyridin]-2-one